2-(3-fluoro-5-isopropyl-2-methoxyphenyl)-2-((R)-3-(isobutyl(5-(5,6,7,8-tetrahydro-1,8-naphthyridin-2-yl)pentyl)amino)pyrrolidin-1-yl)acetic acid FC=1C(=C(C=C(C1)C(C)C)C(C(=O)O)N1C[C@@H](CC1)N(CCCCCC1=NC=2NCCCC2C=C1)CC(C)C)OC